(E)-1-allyl-2-(3,7-dimethyloct-6-en-1-ylidene)-1-phenylhydrazine C(C=C)N(/N=C/CC(CCC=C(C)C)C)C1=CC=CC=C1